tert-butyl-1-(6-(cyclopropanecarboxamido)pyrazin-2-yl)hexahydropyrrolo[3,4-b]pyrrole-5(1H)-carboxylate C(C)(C)(C)OC(=O)N1CC2N(CCC2C1)C1=NC(=CN=C1)NC(=O)C1CC1